1-((3R,5S)-4-(6-chloro-8-fluoro-7-(2-fluoro-6-hydroxy-phenyl)quinazolin-4-yl)-3,5-dimethyl-piperazin-1-yl)prop-2-en-1-one ClC=1C=C2C(=NC=NC2=C(C1C1=C(C=CC=C1O)F)F)N1[C@@H](CN(C[C@@H]1C)C(C=C)=O)C